C1(CCCC1)N1C(C(N(C=C1)CC=1SC(=NN1)C1=CC=C(C=C1)F)=O)=O 1-cyclopentyl-4-((5-(4-fluorophenyl)-1,3,4-thiadiazol-2-yl)methyl)-1,4-dihydropyrazine-2,3-dione